COC=1C(=CC(=C(C1)N1CCC(CC1)N1CCN(CC1)C)C=1C=NN(C1)C)[N+](=O)[O-] 1-[1-[5-methoxy-2-(1-methylpyrazol-4-yl)-4-nitro-phenyl]-4-piperidyl]-4-methyl-piperazine